1,3-bis(3-methacryloxypropyl)-1,1,3,3-tetramethyldisiloxane C(C(=C)C)(=O)OCCC[Si](O[Si](C)(C)CCCOC(C(=C)C)=O)(C)C